C(C)(C)(C)OC(=O)N1C(CCCC1)C1=C(C=2N(C=C1)C(=CN2)N2C(NC(CC2)=O)=O)C [3-(2,4-Dioxohexahydropyrimidin-1-yl)-8-methyl-imidazo[1,2-a]Pyridin-7-yl]Piperidine-1-carboxylic acid tert-butyl ester